7-(4,4-difluoropiperidin-1-yl)-N-(1-(2,6-dioxopiperidin-3-yl)-3-methyl-2-oxo-2,3-dihydro-1H-benzo[d]imidazol-4-yl)heptylamide FC1(CCN(CC1)C(CCCCCC[NH-])C1=CC=CC=2N(C(N(C21)C)=O)C2C(NC(CC2)=O)=O)F